NC1=C(C=C(C=N1)NC(C(=O)N1[C@H](CC[C@@H](C1)C)C1=CC=C(C=C1)N1CCN(CC1)C(C)C)=O)CC |r| rac-N-(6-amino-5-ethyl-3-pyridyl)-2-[(2R,5S)-2-[4-(4-Isopropylpiperazin-1-yl)phenyl]-5-methyl-1-piperidyl]-2-oxo-acetamide